9,9',9'',9'''-(4-(4,6-diphenyl-1,3,5-triazin-2-yl)-6-(pyridin-2-yl)benzene-1,2,3,5-tetrayl)tetrakis(3,6-dimethyl-9H-carbazole) C1(=CC=CC=C1)C1=NC(=NC(=N1)C1=CC=CC=C1)C1=C(C(=C(C(=C1N1C2=CC=C(C=C2C=2C=C(C=CC12)C)C)C1=NC=CC=C1)N1C2=CC=C(C=C2C=2C=C(C=CC12)C)C)N1C2=CC=C(C=C2C=2C=C(C=CC12)C)C)N1C2=CC=C(C=C2C=2C=C(C=CC12)C)C